C(C(C)(C)C)(=O)OC1=CC2=CC=CC=C2C(=C1)C1=C(C=2N=C(N=C(C2C=N1)N1[C@H]2CC(C[C@@H]1CC2)O)Cl)F 4-(2-chloro-8-fluoro-4-((1R,3r,5S)-3-hydroxy-8-azabicyclo[3.2.1]octan-8-yl)pyrido[4,3-d]pyrimidin-7-yl)naphthalen-2-yl pivalate